FC=1C(=NC(=NC1)N[C@H]1[C@@H](COCC1)O)C1=CC=C2C(C(=C(N(C2=C1)C(C)C)CN1C[C@@H](CCC1)O)C)=O 7-(5-fluoro-2-(((3S,4R)-3-hydroxytetrahydro-2H-pyran-4-yl)amino)pyrimidin-4-yl)-2-(((R)-3-hydroxypiperidin-1-yl)methyl)-1-isopropyl-3-methylquinolin-4(1H)-one